5-(3-((cyclopropylamino)methyl)azetidin-1-yl)-N-(8-fluoro-2-methylimidazo[1,2-a]pyridin-6-yl)pyrazine-2-carboxamide tert-Butyl-3-((cyclopropylamino)methyl)azetidine-1-carboxylate C(C)(C)(C)OC(=O)N1CC(C1)CNC1CC1.C1(CC1)NCC1CN(C1)C=1N=CC(=NC1)C(=O)NC=1C=C(C=2N(C1)C=C(N2)C)F